5-methyl-4-nitro-1-(tetrahydro-2H-pyran-2-yl)-1H-pyrazol-3-amine CC1=C(C(=NN1C1OCCCC1)N)[N+](=O)[O-]